tert-butyl 4-[3-[(4-benzyloxycarbonylpiperazin-1-yl)methyl]phenyl]-4,7-diazaspiro[2.5]octane-7-carboxylate C(C1=CC=CC=C1)OC(=O)N1CCN(CC1)CC=1C=C(C=CC1)N1C2(CC2)CN(CC1)C(=O)OC(C)(C)C